O[C@H](CCCC=CC=CC=CC=CC=CC(=O)O)CCCCC 15(S)-Hydroxyeicosapentaenoic acid